2-{[4-(2,6-difluoro-4-nitrophenoxy)quinolin-7-yl]oxy}-2-methylpropan-1-ol FC1=C(OC2=CC=NC3=CC(=CC=C23)OC(CO)(C)C)C(=CC(=C1)[N+](=O)[O-])F